FC(S(=O)(=O)OC(C(F)(F)F)C1=CC(=C(C=C1)Br)F)(F)F 1-(4-bromo-3-fluorophenyl)-2,2,2-trifluoroethyl trifluoromethanesulfonate